C(=O)[NH3+] Formamidium